bromo-2,5-pyrrolidinedione BrN1C(CCC1=O)=O